4-amino-3-cyano-N-(3-(2-ethyl-1-methyl-6-(trifluoromethyl)-1H-benzo[d]imidazol-5-yl)phenyl)benzamide NC1=C(C=C(C(=O)NC2=CC(=CC=C2)C2=CC3=C(N(C(=N3)CC)C)C=C2C(F)(F)F)C=C1)C#N